ClC=1N=CC=C2C=NN(B(C12)O)C1=CC=CC=C1 8-chloro-2-phenyl-1,2-dihydro-2,3,7-triaza-1-bora-1-naphthol